methyl 4-[2-[2-[2-[2-[3-(2,4-dioxohexahydropyrimidin-1-yl)phenyl]ethoxy]ethoxy]ethoxy]ethoxy]piperidine-1-carboxylate O=C1N(CCC(N1)=O)C=1C=C(C=CC1)CCOCCOCCOCCOC1CCN(CC1)C(=O)OC